2,4-dihydroxyisophthalic acid OC1=C(C(=O)O)C=CC(=C1C(=O)O)O